BrCCCN1CCNCC1 Bromopropylpiperazine